2-methyl-13-{3-[(3-octyl-1-oxoundecyl) oxy] propyl}-9,12-dioxo-5-oxa-2,8,13-triazahexadec-10-en-16-yl 3-octylundecanoate C(CCCCCCC)C(CC(=O)OCCCN(C(C=CC(NCCOCCN(C)C)=O)=O)CCCOC(CC(CCCCCCCC)CCCCCCCC)=O)CCCCCCCC